fluorooxalic acid sodium phosphate salt P(=O)([O-])([O-])[O-].[Na+].C(C(=O)O)(=O)F.[Na+].[Na+]